FC(CN1[C@@H](C=2NC3=CC=CC=C3C2C[C@H]1C)C=1C=NC(=NC1)N1CCC2(CC(CO2)C=O)CC1)F 8-(5-((1R,3R)-2-(2,2-difluoroethyl)-3-methyl-2,3,4,9-tetrahydro-1H-pyrido[3,4-b]indol-1-yl)pyrimidin-2-yl)-1-oxa-8-azaspiro[4.5]decane-3-carbaldehyde